4-fluoro-5-[5-(4-fluoro-3-trifluoromethyl-phenyl)-2-isopropylpyrazolo[1,5-a]pyridin-3-yl]-1H-indazole FC1=C2C=NNC2=CC=C1C=1C(=NN2C1C=C(C=C2)C2=CC(=C(C=C2)F)C(F)(F)F)C(C)C